COC1=C(C(=CC=C1)OC)C1=CN(C2=NC(=CC=C21)NC(=O)[C@H]2[C@@H](C2)CCO)COCC[Si](C)(C)C trans-N-(3-(2,6-dimethoxyphenyl)-1-((2-(trimethylsilyl)ethoxy)methyl)-1H-pyrrolo[2,3-b]pyridin-6-yl)-2-(2-hydroxyethyl)cyclopropane-1-carboxamide